CN1C(OC(C1)C1=CC2=C(NC(O2)=O)C=C1)=O 6-(3-methyl-2-oxooxazolidin-5-yl)benzo[d]oxazol-2(3H)-one